N(C1=CC=CC=C1)C1=NC=NC(=N1)Cl 4-anilino-6-chloro-s-triazine